BrC=1C=NN(C1)C1=CC=C(C=C1)C1=NN=C(N1C)COC1=CC(=CC=C1)C(F)(F)F 3-[4-(4-bromo-1H-pyrazol-1-yl)phenyl]-4-methyl-5-{[3-(trifluoromethyl)phenoxy]methyl}-4H-1,2,4-triazole